(6-((1-methyl-1H-indazol-7-yl)methyl)-2-azaspiro[3.3]heptan-2-yl)methanone CN1N=CC2=CC=CC(=C12)CC1CC2(CN(C2)C=O)C1